N-((4-carbamimidoylthiophen-2-yl)methyl)-7-((4-phenoxybenzoyl)glycyl)-7-azabicyclo[2.2.1]heptane-1-carboxamide hydrochloride Cl.C(N)(=N)C=1C=C(SC1)CNC(=O)C12CCC(CC1)N2C(CNC(C2=CC=C(C=C2)OC2=CC=CC=C2)=O)=O